C(C)(C)(C)OC(=O)N(C1=C(C(=NN1C(=O)OC(C)(C)C)C1=CC=C(C=C1)C#N)I)C(=O)OC(C)(C)C tert-butyl 5-[bis(tert-butoxycarbonyl)amino]-3-(4-cyanophenyl)-4-iodo-pyrazole-1-carboxylate